C1(CCC1)OC=1C=NC=CC1N 3-Cyclobutoxypyridin-4-amine